BrC=1C(=C(C=C2C(C=C(OC12)C1=CC=CC=C1)=O)Cl)O 8-bromo-6-chloro-7-hydroxy-2-phenyl-4H-chromen-4-one